CC1=NNC2=C(C=C(C=C12)C(=O)N1CCC2(CC1)CC1=C(N=C(S1)C(C)(C)CC)C(C2)=O)C 1'-(3,7-dimethyl-1H-indazole-5-carbonyl)-2-(tert-pentyl)-5H-spiro[benzo[d]thiazole-6,4'-piperidin]-4(7H)-one